6-ethyl-N-(2-(isonicotinamido)ethyl)quinoline-8-carboxamide C(C)C=1C=C2C=CC=NC2=C(C1)C(=O)NCCNC(C1=CC=NC=C1)=O